2-(4-((tert-butoxycarbonyl)amino)phenyl)thiazole-4-carboxylate C(C)(C)(C)OC(=O)NC1=CC=C(C=C1)C=1SC=C(N1)C(=O)[O-]